2-(3-{2-[(3S)-3-[3-(2-hydroxyphenyl)thieno[2,3-c]pyridazin-6-yl]pyrrolidin-1-yl]pyrimidin-5-yl}-1,2-oxazol-5-yl)-3-methylbutanoic acid OC1=C(C=CC=C1)C1=CC2=C(N=N1)SC(=C2)[C@@H]2CN(CC2)C2=NC=C(C=N2)C2=NOC(=C2)C(C(=O)O)C(C)C